2-(2,2-difluoroethoxy)-5-(3-((1S)-1-((2-hydroxyethyl)amino)-2,3-dihydro-1H-inden-4-yl)-1,2,4-oxadiazol-5-yl)benzonitrile hydrochloride Cl.FC(COC1=C(C#N)C=C(C=C1)C1=NC(=NO1)C1=C2CC[C@@H](C2=CC=C1)NCCO)F